bis(3,5-dimethylphenyl)phosphorus oxide CC=1C=C(C=C(C1)C)[P](C1=CC(=CC(=C1)C)C)=O